N1N=C(C2=CC=CC=C12)N1C(C2=CC=CC=C2C1C)=O (1H-indazol-3-yl)-3-methylisoindolin-1-one